3-(5-((2-chloropyrimidin-4-yl)amino)-1-oxoisoindolin-2-yl)piperidine-2,6-dione ClC1=NC=CC(=N1)NC=1C=C2CN(C(C2=CC1)=O)C1C(NC(CC1)=O)=O